methyl-4-(difluoromethoxy)-3-hydroxybenzaldehyde CC1=C(C=O)C=CC(=C1O)OC(F)F